(2R,3S,4S,5S)-4-[[3-[4-(Difluoromethyl)-3-fluoro-2-methoxy-phenyl]-4,5-dimethyl-5-(trifluoromethyl)-tetrahydrofuran-2-carbonyl]amino]pyridin-2-carboxamid FC(C1=C(C(=C(C=C1)[C@H]1[C@@H](O[C@@]([C@H]1C)(C(F)(F)F)C)C(=O)NC1=CC(=NC=C1)C(=O)N)OC)F)F